(3-(methylsulfonyl)benzyl)-1H-indol CS(=O)(=O)C=1C=C(CN2C=CC3=CC=CC=C23)C=CC1